[Si](C1=CC=CC=C1)(C1=CC=CC=C1)(C(C)(C)C)OCCN1CC2(C1)CCC(CC2)C=2C=NN1C2C=C(C=C1)C=1C=NC=NC1 3-(2-(2-((tert-butyldiphenylsilyl)oxy)ethyl)-2-azaspiro[3.5]nonane-7-yl)-5-(pyrimidine-5-yl)-pyrazolo[1,5-a]Pyridine